2-amino-5-(4-(2-(3-chlorophenyl)-2-hydroxyacetamido)-2-methyl-phenyl)-N-isopropylnicotinamide NC1=C(C(=O)NC(C)C)C=C(C=N1)C1=C(C=C(C=C1)NC(C(O)C1=CC(=CC=C1)Cl)=O)C